C(CCCCCC)NC(\C=C\C(=O)O)=O N-n-heptyl-fumaric acid amide